2-[(2S)-4-[6-chloro-8-fluoro-7-(3-hydroxy-1-naphthyl)-2-(2-oxoethoxy)quinazolin-4-yl]-1-prop-2-enoyl-piperazin-2-yl]acetonitrile ClC=1C=C2C(=NC(=NC2=C(C1C1=CC(=CC2=CC=CC=C12)O)F)OCC=O)N1C[C@@H](N(CC1)C(C=C)=O)CC#N